3-(4-chlorophenyl)-3-(pyridine-2-yl)propanol ClC1=CC=C(C=C1)C(CCO)C1=NC=CC=C1